3-(2,4-dichlorophenyl)-3-oxopropionitrile ClC1=C(C=CC(=C1)Cl)C(CC#N)=O